(3-cyano-4-fluorophenyl)-5-(2-((3-hydroxy-1-methylcyclobutyl)amino)-2-oxoacetyl)-1,2,4-trimethyl-1H-pyrrole-3-carboxamide C(#N)C=1C=C(C=CC1F)NC(=O)C1=C(N(C(=C1C)C(C(=O)NC1(CC(C1)O)C)=O)C)C